methyl 4-bromo-5-iodo-2-[(2,2,2-trichloroacetyl)carbamoylamino]benzoate BrC1=CC(=C(C(=O)OC)C=C1I)NC(NC(C(Cl)(Cl)Cl)=O)=O